3-(3-(sec-butyl)-2-oxo-1,2,3,5-tetrahydro-4H-pyrido[3,4-e][1,4]diazepin-4-yl)-4-(methylamino)cyclobut-3-ene-1,2-dione C(C)(CC)C1N(CC2=C(NC1=O)C=NC=C2)C=2C(C(C2NC)=O)=O